N-[(1s,4s)-4-hydroxycyclohexyl]pyridine-2-carboxamide OC1CCC(CC1)NC(=O)C1=NC=CC=C1